7-[5-BROMO-4-[2-[TERT-BUTYL(DIMETHYL)SILYL]OXY-1-METHYL-ETHOXY]-2-PYRAZOL-1-YL-PHENYL]-N-[(2,4-DIMETHOXYPHENYL)METHYL]CINNOLIN-4-AMINE BrC=1C(=CC(=C(C1)C1=CC=C2C(=CN=NC2=C1)NCC1=C(C=C(C=C1)OC)OC)N1N=CC=C1)OC(CO[Si](C)(C)C(C)(C)C)C